C(C=C)[C@]1(CC=CC1=O)COCC1=CC=C(C=C1)OC (S)-5-allyl-5-(((4-methoxybenzyl)oxy)methyl)cyclopent-2-en-1-one